C1(=C(C=CC=C1)NO)C tolylamino alcohol